ClC1=C(C#N)C=C(C(=C1)O[C@@H](C)C1CCC1)[N+](=O)[O-] (S)-2-chloro-4-(1-cyclobutylethoxy)-5-nitrobenzonitrile